Benzyl 2-((bis(benzyloxy)phosphoryl)methyl)-5-(((3R)-3-((3R,10S,12S,13R,17R)-3,12-dihydroxy-10,13-dimethylhexadecahydro-1H-cyclopenta[a]phenanthren-17-yl)butyl)amino)-5-oxopentanoate C(C1=CC=CC=C1)OP(=O)(OCC1=CC=CC=C1)CC(C(=O)OCC1=CC=CC=C1)CCC(=O)NCC[C@@H](C)[C@H]1CCC2C3CCC4C[C@@H](CC[C@@]4(C3C[C@@H]([C@]12C)O)C)O